2-hydroxy-4-(4-((5-methoxy-7-methyl-1H-indol-4-yl)methyl)-1-methyl-1,4-diazepan-5-yl)benzoic acid OC1=C(C(=O)O)C=CC(=C1)C1N(CCN(CC1)C)CC1=C2C=CNC2=C(C=C1OC)C